C(C=C)OC1=C(CNC(=O)[C@H]2N(C[C@@H](C2)O)C([C@H](C(C)(C)C)NC(=O)C2(CC2)F)=O)C=CC(=C1)C1=C(N=CS1)C (2S,4R)-N-(2-(allyloxy)-4-(4-methylthiazol-5-yl)benzyl)-1-((S)-2-(1-fluorocyclopropane-1-carboxamido)-3,3-dimethylbutanoyl)-4-hydroxypyrrolidine-2-carboxamide